(S)-tert-butoxycyclopropane C(C)(C)(C)OC1CC1